(S)-8-(6-amino-5-((2,2-difluoro-1,3-dimethyl-2,3-dihydro-1H-benzo[d]imidazol-4-yl)thio)pyrazin-2-yl)-2-oxa-8-azaspiro[4.5]decan-4-amine NC1=C(N=CC(=N1)N1CCC2([C@@H](COC2)N)CC1)SC1=CC=CC=2N(C(N(C21)C)(F)F)C